2-(5-bromo-3-nitropyridin-2-yl)-2-cyanoacetic acid ethyl ester C(C)OC(C(C#N)C1=NC=C(C=C1[N+](=O)[O-])Br)=O